ClC1=CC(=NC(=N1)C(C)(C)F)N1CC2(C=3C=NC(=CC31)NC(C)=O)CC2 N-(1'-(6-chloro-2-(2-fluoroprop-2-yl)pyrimidin-4-yl)-1',2'-dihydrospiro[cyclopropane-1,3'-pyrrolo[3,2-c]pyridin]-6'-yl)acetamide